5-((1S,6R)-5-((7-ethyl-6-carbonyl-5,6-dihydro-1,5-naphthyridin-3-yl)methyl)-2,5-diazabicyclo[4.2.0]octan-2-yl)-N-methylpyridine-2-carboxamide citrate C(CC(O)(C(=O)O)CC(=O)O)(=O)O.C(C)C=1C(NC=2C=C(C=NC2C1)CN1CCN([C@H]2CC[C@@H]12)C=1C=CC(=NC1)C(=O)NC)=C=O